2-fluoro-nicotinaldehyde FC1=C(C=O)C=CC=N1